Isopropyl 5-methyl-2-((pyrazolo[1,5-a]pyrimidine-3-carboxamido)methyl)-benzofuran-7-carboxylate CC=1C=C(C2=C(C=C(O2)CNC(=O)C=2C=NN3C2N=CC=C3)C1)C(=O)OC(C)C